ClC1=CC(=C(C=C1)C(COC=1C(=C(C=CC1)C=1CC=NCC1)[N+](=O)[O-])=C=O)F 4-(3-(2-(4-chloro-2-fluorophenyl)-2-carbonylethoxy)-2-nitrophenyl)-3,6-dihydropyridine